C1=C(C=CC2=CC=CC=C12)CCCC(=O)NC1=NC=CC(=C1)C(=O)O {[4-(2-naphthalenyl)butanoyl]amino}-4-pyridinecarboxylic acid